trigermaine [GeH]1=[GeH][GeH]=CC=C1